FC=1C=CC(=NC1)SC1=CC=C(C(=O)OC)C=C1 methyl 4-[(5-fluoro-2-pyridyl)sulfanyl]benzoate